N1(C=NC=C1)C1=NC(=C2N(C=NC2=N1)COCC[Si](C)(C)C)C(=O)NC1CCC(CC1)OCCOC 2-(1H-Imidazol-1-yl)-N-((1r,4r)-4-(2-methoxyethoxy)cyclohexyl)-7-((2-(trimethylsilyl)ethoxy)methyl)-7H-purine-6-carboxamide